1,5-dihydroxyl-3-pentanone OCCC(CCO)=O